NC=1C=CC2=C(CN(C3=C(O2)C=CC=C3)CC3COC3)C1 2-amino-10-(oxetan-3-ylmethyl)dibenzo[b,f][1,4]oxazepin